ClC1=CC(=C(C=C1)C1(OC2=C(O1)C=CC=C2C2CCN(CC2)CC=2N(C(=CN2)/C=C/C(=O)OCC)CCOC(F)F)C)F ethyl (E)-3-(2-((4-(2-(4-chloro-2-fluorophenyl)-2-methylbenzo[d][1,3]dioxol-4-yl)piperidin-1-yl)methyl)-1-(2-(difluoromethoxy)ethyl)-1H-imidazol-5-yl)acrylate